FC=1C(=NC(=NC1)NC1=CC(=C(C=C1)OCCOC)F)NC1=CC=C(C=C1)CC(C=C(C)C)=O 1-(4-(5-fluoro-2-(3-fluoro-4-(2-methoxyethoxy)phenylamino)pyrimidin-4-ylamino)phenyl)-4-methylpent-3-en-2-one